(3-{[2-(4-Chlorophenyl)imidazo[1,2-a]pyridin-3-yl]methyl}-3,8-diazabicyclo[3.2.1]oct-8-yl)(cyclohexyl)methanone ClC1=CC=C(C=C1)C=1N=C2N(C=CC=C2)C1CN1CC2CCC(C1)N2C(=O)C2CCCCC2